(E)-N-(4-methyl-5-(3-(2-(pyridin-2-yl)vinyl)-1H-indazol-6-yl)thiazol-2-yl)isonicotinamide CC=1N=C(SC1C1=CC=C2C(=NNC2=C1)\C=C\C1=NC=CC=C1)NC(C1=CC=NC=C1)=O